[OH-].C[N+](CC1=CC=C(C=C1)NC(C(=C)C)=O)(C)C N,N,N-Trimethyl-4-[(2-methyl-1-oxo-2-propen-1-yl)amino]benzenemethanaminium hydroxide